C1(CCC(N1C(C(=O)[O-])(CCCC(=O)[O-])N1C(CCC1=O)=O)=O)=O Disuccinimidyl-adipat